ClC1=NC2=CC(=CC=C2C(=N1)NC1=NNC(=C1)C)N1[C@@H](CCC1)C(=O)N (S)-1-(2-chloro-4-((5-methyl-1H-pyrazol-3-yl)amino)quinazolin-7-yl)pyrrolidine-2-carboxamide